trimethoxy(4,4,4-trifluorobutyl)silane CO[Si](CCCC(F)(F)F)(OC)OC